6'-((1e,1'e)-(3,3'-dimethyl-[1,1'-biphenyl]-4,4'-diyl)bis(diazene-2,1-diyl))bis(4-amino-5-hydroxynaphthalene-1,3-disulfonic acid) sodium salt [Na+].CC=1C=C(C=CC1/N=N/C1=C(C2=CC=CC(=C2C(=C1S(=O)(=O)[O-])N)O)S(=O)(=O)[O-])C1=CC(=C(C=C1)/N=N/C1=C(C2=CC=CC(=C2C(=C1S(=O)(=O)[O-])N)O)S(=O)(=O)[O-])C.[Na+].[Na+].[Na+]